2-methyl-5-(4,4,5,5-tetramethyl-1,3,2-dioxaborolan-2-yl)benzoic acid methyl ester COC(C1=C(C=CC(=C1)B1OC(C(O1)(C)C)(C)C)C)=O